C(=C)C1=CC=C(COC=2C=CC=3C4(C5=CC=C(C=C5OC3C2)OCC2=CC=C(C=C2)C=C)C2=CC=CC=C2C=2C=CC=CC24)C=C1 3',6'-di((4-vinylbenzyl)oxy)spiro[fluorene-9,9'-xanthene]